C(C)(C)(C)OC(NC1CCN(CC1)C1=NC(=C(C=C1C#N)Br)C1=CC(=C(C=C1)OC)OCC1=CC=CC=C1)=O (1-(6-(3-(benzyloxy)-4-methoxyphenyl)-5-bromo-3-cyanopyridin-2-yl)piperidin-4-yl)carbamic acid tert-butyl ester